Methyl-o-N-methylaminobenzoat COC(C1=C(C=CC=C1)NC)=O